O1C(=NC2=C1C=CC=C2)C2=CC=C(C=C2)C2=CC=C(C=C2)N(C2=CC=C(C=C2)C2=CC1=C(N=C(O1)C1=CC3=CC=CC=C3C=C1)C=C2)C2=CC=CC=C2 N-(4'-benzooxazole-2-yl-[1,1']biphenyl-4-yl)-N-phenyl-N-{4-(2-naphthalene-2-yl-benzooxazole-6-yl)-phenyl}-amine